4-(tert-butyl)-N-(3-(5-chloro-4-oxobenzo[d][1,2,3]triazin-3(4H)-yl)propyl)benzamide C(C)(C)(C)C1=CC=C(C(=O)NCCCN2N=NC3=C(C2=O)C(=CC=C3)Cl)C=C1